CC(C(=O)NC=1C=C(C=C(C1)NC(C(C)(C)C)=O)NC(C(C)(C)C)=O)(C)C N-[3,5-bis(2,2-dimethylpropionamido)phenyl]-2,2-dimethylpropionamide